ethoxyl-bisphenol A dimethacrylate C(C(=C)C)(=O)O.C(C(=C)C)(=O)O.O(CC)C1=C(O)C=CC(=C1)C(C)(C)C1=CC=C(C=C1)O